tert-butyl 3-((4-(5-(pyrimidin-4-yl)-4H-1,2,4-triazol-3-yl)tetrahydro-2H-pyran-4-yl)amino)benzoate N1=CN=C(C=C1)C=1NC(=NN1)C1(CCOCC1)NC=1C=C(C(=O)OC(C)(C)C)C=CC1